OB1OC2=C(C3C1C3)C=CC(=C2C(=O)O)OC2CN(C2)C(CC=2N=CNC2)=O 2-hydroxy-5-({1-[(1H-imidazol-4-yl)acetyl]azetidin-3-yl}oxy)-1,1a,2,7b-tetrahydrocyclopropa[c][1,2]benzoxaborinine-4-carboxylic acid